2-Oxo-tetrahydrofuran-3-yl acrylate C(C=C)(=O)OC1C(OCC1)=O